C(C)OC(NC1=CC(=C(C=C1)C1=CN=C(S1)C1=CC=C(C=C1)[N+](=O)[O-])S(NC(C)(C)C)(=O)=O)=O (3-(N-(tert-butyl)sulfamoyl)-4-(2-(4-nitrophenyl)thiazol-5-yl)phenyl)carbamic acid ethyl ester